ClC=1C=NC(=C2C(C=C(N(C12)C1=C(C=C(C=C1Cl)F)Cl)C)=O)OC[C@H](C(=O)NC)C (R)-3-((8-chloro-1-(2,6-dichloro-4-fluorophenyl)-2-methyl-4-oxo-1,4-dihydro-1,6-naphthyridin-5-yl)oxy)-N,2-dimethylpropionamide